COC1=NN(C=C1)C1=CC=C(C#N)C=C1 4-(3-methoxy-1H-pyrazol-1-yl)benzonitrile